4-(5-fluoro-3-((3-fluoro-5-(methylsulfonyl)benzyl)oxy)pyridin-2-yl)-5-methyl-N-(3-(methylsulfonamido)phenyl)thiophene-2-carboxamide FC=1C=C(C(=NC1)C=1C=C(SC1C)C(=O)NC1=CC(=CC=C1)NS(=O)(=O)C)OCC1=CC(=CC(=C1)S(=O)(=O)C)F